ClC=1C=CC2=C([C@@H](C[C@@H](O2)C(=O)N[C@@H]2CC[C@H](CC2)C(=O)N2CC(C2)C2=CC=C(C=C2)Cl)O)C1 (2R,4R)-6-chloro-N-{trans-4-[3-(4-chlorophenyl)azetidine-1-carbonyl]cyclohexyl}-4-hydroxy-3,4-dihydro-2H-1-benzopyran-2-carboxamide